N[C@H](CC=1C(=C2C(=NC1Cl)C(=C(S2)N)C)NCC=2SC=CC2)C [(2s)-2-aminopropyl]-5-chloro-3-methyl-N7-[(thiophen-2-yl)methyl]thieno[3,2-b]pyridine-2,7-diamine